(3aS,7aS)-5-benzyl-3a-hydroxyoctahydro-1H-pyrrolo[3,4-c]pyridin-1-one C(C1=CC=CC=C1)N1C[C@@]2([C@H](CC1)C(NC2)=O)O